FC(C(=O)O)(F)F.FC1CN(CCC1)CCC(=O)O 3-(3-fluoropiperidin-1-yl)propanoic acid 2,2,2-trifluoroacetate